OCC(=O)[C@H](O)[C@H](O)[C@@H](O)[C@H](O)CO guloheptulose